FC=1C(=CC=2C3=C(NC(C2C1)=O)COCC3N(C(=O)C3CC1=CC=CC=C1C3)C)F N-(8,9-difluoro-6-oxo-1,4,5,6-tetrahydro-2H-pyrano[3,4-c]isoquinolin-1-yl)-N-methyl-2,3-dihydro-1H-indene-2-carboxamide